BrC1=CC=C2C(=C(C(=NC2=C1F)OC[C@H]1N(CCC1)C)C#N)C1=CCCN(C1)C(=O)OC(C)(C)C Tert-butyl (S)-5-(7-bromo-3-cyano-8-fluoro-2-((1-methylpyrrolidin-2-yl) methoxy) quinolin-4-yl)-3,6-dihydropyridine-1(2H)-carboxylate